2-[2-(2-ethylsulfanylethylsulfanyl)-1-methyl-ethyl]thiazole C(C)SCCSCC(C)C=1SC=CN1